1-amino-3-methyl-butyl-boric acid NC(CC(C)C)OB(O)O